ClC1=C(CN2N=C(N=C2)C(=O)NC2CCC3=C(N(C2=O)C)C=C(C=C3)CN3CCN(CC3)C3=CC=NC=C3)C(=CC=C1)Cl (+)-1-(2,6-Dichlorobenzyl)-N-(1-methyl-2-oxo-8-((4-(pyridin-4-yl)piperazin-1-yl)methyl)-2,3,4,5-tetrahydro-1H-benzo[b]azepin-3-yl)-1H-1,2,4-triazole-3-carboxamide